benzyl 1-(hydroxymethyl)-4-[(1-methyl-2-oxo-4-pyridyl)oxymethyl]-2-azabicyclo[2.1.1]hexane-2-carboxylate OCC12N(CC(C1)(C2)COC2=CC(N(C=C2)C)=O)C(=O)OCC2=CC=CC=C2